CC=1OC(=CC1C(=O)NC1=NC(=NS1)CC(C)=O)C1=CC(=CC=C1)SC 2-Methyl-5-(3-(methylthio)phenyl)-N-(3-(2-oxopropyl)-1,2,4-thiadiazol-5-yl)furan-3-Formamide